FC1=C(C=CC=C1)C(C)O 1-(2-fluorophenyl)ethan-1-ol